4,4,5,5,6,6,7,7,8,8,9,9,12,12,13,13,14,14,15,15,16,16,17,17,17-pentacosafluoro-10-heptadecen-1-ol FC(CCCO)(C(C(C(C(C(C=CC(C(C(C(C(C(F)(F)F)(F)F)(F)F)(F)F)(F)F)(F)F)(F)F)(F)F)(F)F)(F)F)(F)F)F